α,α-dimethyl-benzeneacetic acid CC(C(=O)O)(C1=CC=CC=C1)C